(S)-5,6-dichloro-1'-((S)-2,3-dihydroxypropanoyl)spiro[indoline-3,3'-pyrrolidin]-2-one ClC=1C=C2C(=CC1Cl)NC([C@]21CN(CC1)C([C@H](CO)O)=O)=O